OC1=C(C=C(C=C1)C)N1N=C2C(=N1)C=C(C(=C2)Cl)Cl 2-(2'-hydroxy-5'-methylphenyl)-5,6-dichlorobenzotriazole